valproyl sulfate S(=O)(=O)(OC(C(CCC)CCC)=O)[O-]